6-[trans-4-(4-[trans-4-[4-Methyl-5-({[4-(trifluoromethyl)pyridin-2-yl]oxy}methyl)-4H-1,2,4-triazol-3-yl]cyclohexyl]-1H-pyrazol-1-yl)cyclohexyl]-2-oxa-6-azaspiro[3.3]heptane CN1C(=NN=C1COC1=NC=CC(=C1)C(F)(F)F)[C@@H]1CC[C@H](CC1)C=1C=NN(C1)[C@@H]1CC[C@H](CC1)N1CC2(COC2)C1